aluminum di(pentadecanoate) C(CCCCCCCCCCCCCC)(=O)[O-].C(CCCCCCCCCCCCCC)(=O)[O-].[Al+2]